(±)-trans-N-(6-bromo-8-chloroisoquinolin-3-yl)-2-cyanocyclopropane-1-carboxamide BrC=1C=C2C=C(N=CC2=C(C1)Cl)NC(=O)[C@H]1[C@@H](C1)C#N |r|